(S,E)-4-((5-(2-((((9H-fluoren-9-yl)methoxy)carbonyl)amino)-2-carboxyethyl)-2-hydroxyphenyl)diazenyl)phenyl(2-(trimethylammonio)-ethyl) phosphate P(=O)(OC[C@@H]([N+](C)(C)C)C1=CC=C(C=C1)\N=N\C1=C(C=CC(=C1)CC(C(=O)O)NC(=O)OCC1C2=CC=CC=C2C=2C=CC=CC12)O)([O-])[O-]